C1OC=2C=CC=CC2OC1 3,4-ethylenedioxybenzene